CC1=C(C(=NN=N1)C)C Trimethyl-triazine